C(C)(C)(C)OC(=O)N1CCC(=CC1)C1=CC(=C(C=C1)NC(=O)C12CC(C1)(C2)C(NC2=CC=C(C=C2)CNC(=O)OC(C)(C)C)=O)F 4-[4-({3-[4-(tert-butoxycarbonylamino-methyl)-phenylcarbamoyl]-bicyclo[1.1.1]pentane-1-carbonyl}-amino)-3-fluoro-phenyl]-3,6-dihydro-2H-pyridine-1-carboxylic acid tert-butyl ester